C(\C=C\C1=CC(OC)=C(O)C=C1)(=O)NCCC1=CC=C(C=C1)O N-trans-feruloyl-p-hydroxyphenylethylamine